alpha-keto glutamate N[C@H]1CCC(=O)OOOC1=O